FC1=C(C=CC(=C1C(=O)C1=CNC2=NC=C(C=C21)C=2C=NC(=NC2)N2CCNCC2)F)NS(=O)(=O)CCC N-[2,4-difluoro-3-[5-(2-piperazin-1-ylpyrimidin-5-yl)-1H-pyrrolo[2,3-b]pyridine-3-carbonyl]phenyl]propane-1-sulfonamide